4a,5,6,7,8,8a-hexahydro-4H-pyrido[4,3-b][1,4]Oxazin-3-one O1C2C(NC(C1)=O)CNCC2